9,10-bis(ethoxycarbonyloxy)anthracene C(C)OC(=O)OC=1C2=CC=CC=C2C(=C2C=CC=CC12)OC(=O)OCC